C(C1=CC=CC=C1)O[C@H]1[C@H](O)O[C@@H]([C@@H]([C@@H]1O)OC(C1=CC=CC=C1)=O)COCC1=CC=CC=C1 2,6-bis-O-benzyl-4-O-benzoyl-beta-D-galactopyranose